4-amino-2'-[(2R)-3-hydroxy-2-methylpropyl]-2',3'-dihydrospiro[cyclohexane-1,1'-indene]-4-carboxylic acid NC1(CCC2(C(CC3=CC=CC=C23)C[C@H](CO)C)CC1)C(=O)O